COC1=C(OCCCCC2=C3C(NC(C3=C3C(=C2)C=C(C=C3)CCCCOC3=C(C=CC=C3OC)OC)=N)=N)C(=CC=C1)OC 4,7-bis(4-(2,6-dimethoxyphenoxy)butyl)-1,3-diiminobenzisoindoline